[C@H]12CC(C[C@H](CC1)N2)O (1R,5S)-8-azabicyclo[3.2.1]Octan-3-ol